tert-butyl (trans-2-hydroxycyclopentyl)carbamate O[C@H]1[C@@H](CCC1)NC(OC(C)(C)C)=O